O[C@@H]1[C@H]2[C@@H]([C@H]([C@@H](C1)O2)C(=O)NC2=NC=CC(=C2)C(F)(F)F)C=2C(=NN(C2)C)C(F)(F)F (1R,2R,3S,4R,5S)-5-hydroxy-3-(1-methyl-3-(trifluoromethyl)-1H-pyrazol-4-yl)-N-(4-(trifluoromethyl)pyridin-2-yl)-7-oxabicyclo[2.2.1]heptane-2-carboxamide